3-(1-Cyano-2'-oxo-1',4'-dihydro-2'H-spiro[pyrrolidine-3,3'-quinolin]-6'-yl)-N,N-dimethylbenzamide C(#N)N1CC2(C(NC3=CC=C(C=C3C2)C=2C=C(C(=O)N(C)C)C=CC2)=O)CC1